OCCSCCO 2-(2-hydroxyethylthio)ethanol